(R)-1-azido-5-bromo-2,3-dihydro-1H-indene N(=[N+]=[N-])[C@@H]1CCC2=CC(=CC=C12)Br